4-acetamidophenyl (iodomethyl) carbonate C(OC1=CC=C(C=C1)NC(C)=O)(OCI)=O